C(C)(C)(C)OC(=O)N1[C@@H](CN(C[C@@H]1C)C=1C=NC2=NC(=CC(=C2C1)Cl)C1=CC2=CN(N=C2C(=C1OCOC)C)C)C.N(=C=S)CCCSC 1-isothiocyano-3-(methylthio)propane tert-butyl-(2R,6S)-4-{5-chloro-7-[6-(methoxymethoxy)-2,7-dimethylindazol-5-yl]-1,8-naphthyridin-3-yl}-2,6-dimethylpiperazine-1-carboxylate